1-(2-(ethoxycarbonyl)-5-methyl-5H-pyrido[3,2-b]indol-3-yl)pyridine C(C)OC(=O)C=1C(=CC=2N(C=3C=CC=CC3C2N1)C)N1CC=CC=C1